FC(CN1N=C(C2=NC(=CC(=C21)N2[C@@H](C[C@H](CC2)O)C)C2=C(C=NN2C)F)C2=CC=NN2)F (2R,4S)-1-(1-(2,2-difluoroethyl)-5-(4-fluoro-1-methyl-1H-pyrazol-5-yl)-3-(1H-pyrazol-5-yl)-1H-pyrazolo[4,3-b]pyridin-7-yl)-2-methylpiperidin-4-ol